butyl (7-(2-(1-(4-((2,6-dioxopiperidin-3-yl)amino)-2-fluorophenyl)piperidin-4-yl)ethyl)-7-azaspiro[3.5]nonan-2-yl)carbamate O=C1NC(CCC1NC1=CC(=C(C=C1)N1CCC(CC1)CCN1CCC2(CC(C2)NC(OCCCC)=O)CC1)F)=O